NCC(C1=CC=CC=C1)NC(=O)C=1C=NN(C1)C1=NC(=NC=C1C)NC1=C(C=C(C=C1)F)Cl N-(2-amino-1-phenylethyl)-1-(2-((2-chloro-4-fluorophenyl)amino)-5-methyl-pyrimidin-4-yl)-1H-pyrazole-4-carboxamide